C(C)(=O)C1=C(C2=C(N=C(N=C2)NC2=CC=C(C=N2)N2CCC(CC2)N(C)CC=2C=C(C=CC2)C2C(NC(CC2)=O)=O)N(C1=O)C1CCCC1)C 3-(3-(((1-(6-((6-acetyl-8-cyclopentyl-5-methyl-7-oxo-7,8-dihydropyrido[2,3-d]pyrimidin-2-yl)amino)pyridin-3-yl)piperidin-4-yl)(methyl)amino)methyl)phenyl)piperidine-2,6-dione